(E)-3-(4-((4-methylbenzyl)oxy)-3-methoxyphenyl)propenal CC1=CC=C(COC2=C(C=C(C=C2)/C=C/C=O)OC)C=C1